(4R)-4-((3S,8S,9S,10R,13R,14S,17R)-3-hydroxy-10,13-dimethyl-2,3,4,7,8,9,10,11,12,13,14,15,16,17-tetradecahydro-1H-cyclopenta[a]phenanthren-17-yl)-N-methoxy-N,2-dimethylpentanamide O[C@H]1CC[C@@]2([C@H]3CC[C@@]4([C@H](CC[C@H]4[C@@H]3CC=C2C1)[C@@H](CC(C(=O)N(C)OC)C)C)C)C